CO[C@](C(=O)O)(C(F)(F)F)C1=CC=CC=C1 |r| (±)-α-methoxy-α-trifluoromethylphenylacetic acid